C1(CC1)C1=NC=NC(=C1C1=NN2C(C(=N1)NCC1=CC=C(C=C1)N1N=C(C=C1C)C(F)(F)F)=NC=C2)OC 2-(4-cyclopropyl-6-methoxypyrimidin-5-yl)-N-(4-(5-methyl-3-(trifluoromethyl)-1H-pyrazol-1-yl)benzyl)imidazo[2,1-f][1,2,4]triazin-4-amine